((tert-butoxycarbonyl)(7-(4-isopropylphenyl)-2,3-dihydrobenzofuran-5-yl)amino)methacrylic acid C(C)(C)(C)OC(=O)N(C=1C=C(C2=C(CCO2)C1)C1=CC=C(C=C1)C(C)C)C=C(C(=O)O)C